heptadecan-9-yl 8-((3-((5-amino-1,3,4-thiadiazol-2-yl)amino)propyl)(8-oxo-8-(undecan-3-yloxy)octyl)amino)octanoate trifluoroacetate salt FC(C(=O)O)(F)F.NC1=NN=C(S1)NCCCN(CCCCCCCC(=O)OC(CCCCCCCC)CCCCCCCC)CCCCCCCC(OC(CC)CCCCCCCC)=O